COC=1C=C(C=CC1OC)C=1N=C(SC1)NC(CC1=CC=C(OC2=NC=CC=C2C(=O)N)C=C1)=O 2-(4-(2-((4-(3,4-dimethoxyphenyl)thiazol-2-yl)amino)-2-oxoethyl)phenoxy)pyridine-3-carboxamide